N1=NN(C2=NC=CC=C21)C2=CC=C(C(=O)N(C1=NC=CC3=CC=CC(=C13)C)[C@H]1CNCCCC1)C=C2 (R)-4-(3H-[1,2,3]triazolo[4,5-b]pyridin-3-yl)-N-(azepan-3-yl)-N-(8-methylisoquinolin-1-yl)benzamide